1-(2,3-epoxypropyl)-2,3-epoxycyclohexane tert-butyl-4-(6-bromo-1H-indol-3-yl)piperazine-1-carboxylate C(C)(C)(C)OC(=O)N1CCN(CC1)C1=CNC2=CC(=CC=C12)Br.C(C1CO1)C1C2C(CCC1)O2